ClCC(=O)NC=1C(=C(C=CC1)C1=C(C=CC=C1)Cl)F 2-chloro-N-(2'-chloro-2-fluoro-[1,1'-biphenyl]-3-yl)acetamide